7-bromo-2-(trifluoromethyl)thiazolo[4,5-c]pyridine BrC=1C2=C(C=NC1)N=C(S2)C(F)(F)F